C(C(=C)C)(=O)OCCNC(=O)OCC1C2=CC=CC=C2C=2C=CC=CC12 (2-(9-fluorenylmethoxycarbonyl amino) ethyl) methacrylate